6-formyl-nicotinic acid methyl ester COC(C1=CN=C(C=C1)C=O)=O